9-hydroxy-N-((R)-1-(((S)-4-hydroxy-3-oxo-1-((S)-2-oxopyrrolidin-3-yl)butan-2-yl)amino)-4,4-dimethyl-1-oxopentan-2-yl)-9H-fluorene-9-carboxamide OC1(C2=CC=CC=C2C=2C=CC=CC12)C(=O)N[C@@H](C(=O)N[C@@H](C[C@H]1C(NCC1)=O)C(CO)=O)CC(C)(C)C